FC(COC)(F)C=1N(C2=CC=CC(=C2C1C1=CC=C(C(=O)O)C=C1)O)C1=CC=C(C=C1)F 4-[2-(1,1-difluoro-2-methoxy-ethyl)-1-(4-fluorophenyl)-4-hydroxy-indol-3-yl]Benzoic acid